5-(p-tolyl)-bicyclo[2.2.1]Hept-2-ene C1(=CC=C(C=C1)C1C2C=CC(C1)C2)C